OC1=C(C=C(C=C1)N1C(C2=CC=C(C=C2CC1)C1=NC=C(C=C1C1=CC=CC=C1)C(F)(F)F)=O)NS(=O)(=O)C N-(2-hydroxy-5-(1-oxo-6-(3-phenyl-5-(trifluoromethyl)pyridin-2-yl)-3,4-dihydroisoquinolin-2(1H)-yl)phenyl)methanesulfonamide